(S)-tert-butyl 3-methyl-6-(2-(1-methylpiperidin-4-yl)benzo[d]oxazol-5-yl)-3,4-dihydropyridine-1(2H)-carboxylate C[C@@H]1CN(C(=CC1)C=1C=CC2=C(N=C(O2)C2CCN(CC2)C)C1)C(=O)OC(C)(C)C